6-(cyclopropanecarboxamido)-4-((2-methoxy-3-(1-(tetrahydro-2H-pyran-4-yl)-1H-pyrazol-3-yl)phenyl)amino)pyridazine-3-carboxamide C1(CC1)C(=O)NC1=CC(=C(N=N1)C(=O)N)NC1=C(C(=CC=C1)C1=NN(C=C1)C1CCOCC1)OC